COC(C1=CC(=CC=C1)CNC(C1=C(C=CC(=C1)[N+](=O)[O-])N(C)C)=O)=O 3-((2-(dimethylamino)-5-nitrobenzoylamino)methyl)benzoic acid methyl ester